(R)-2-(1-(4-cyano-2-fluorobenzyl)-3-methyl-2-oxoindol-3-yl)acetic acid C(#N)C1=CC(=C(CN2C([C@](C3=CC=CC=C23)(C)CC(=O)O)=O)C=C1)F